[I-].C1(=CC=CC=C1)P(=O)(OCC[N+](C)(C)C)C1=CC=CC=C1 [2-(diphenylphosphinyloxy)ethyl]trimethyl-ammonium iodide